C(#N)C=1C=NN2C1C(=CC(=C2)OCC)C=2C=CC(=NC2)N2CCC(CC2)(C)NC(=O)C2(CC2)NC(OC(C)(C)C)=O tert-butyl (1-((1-(5-(3-cyano-6-ethoxypyrazolo[1,5-a]pyridin-4-yl)pyridin-2-yl)-4-methylpiperidin-4-yl)carbamoyl) cyclopropyl)carbamate